FC=1C=C(C#N)C=C(C1)C1=CC=CC=2N1N=CC2C(=O)N2CCCCC2 3-fluoro-5-(3-(piperidine-1-carbonyl)pyrazolo[1,5-a]pyridin-7-yl)benzonitrile